[C@]12(C(=O)CC(CC1)C2(C)C)CS(=O)(=O)[O-] (S)-10-camphorsulfonate